CC1=C2CN(C(C2=CC=C1)=O)C1CCC(CC1)C(=O)NC1=CC=C2C=NN(C2=C1)C (1s,4s)-4-(4-methyl-1-oxoisoindolin-2-yl)-N-(1-methyl-1H-indazol-6-yl)cyclohexanecarboxamide